furandicarboxylic acid azide O1C(=C(C=C1)C(=O)N=[N+]=[N-])C(=O)N=[N+]=[N-]